ethyl [3-[2-chloro-4-fluoro-5-(1-methyl-6-trifluoromethyl-2,4-di-oxo-1,2,3,4-tetrahydropyrimidin-3-yl)phenoxy]-2-pyridyloxy]acetate ClC1=C(OC=2C(=NC=CC2)OCC(=O)OCC)C=C(C(=C1)F)N1C(N(C(=CC1=O)C(F)(F)F)C)=O